(S)-2-hydroxy-6-((1-(2-(2-(pyrrolidin-1-yl)ethyl)nicotinyl)piperidin-2-yl)methoxy)benzaldehyde OC1=C(C=O)C(=CC=C1)OC[C@H]1N(CCCC1)CC1=C(N=CC=C1)CCN1CCCC1